3-{4-[2-oxo-4-(2,2,2-trifluoroethyl)piperazin-1-yl]-1H-pyrazol-1-yl}bicyclo[1.1.1]pentane-1-carboxylic acid O=C1N(CCN(C1)CC(F)(F)F)C=1C=NN(C1)C12CC(C1)(C2)C(=O)O